ClC1=C(C=CC=C1)N1/C(/SC=C1C(=O)OC)=N/C(=O)OCC methyl (Z)-3-(2-chlorophenyl)-2-((ethoxycarbonyl)imino)-2,3-dihydrothiazole-4-carboxylate